NC\C=C(\CN1N=NC2=C1C=C(C=C2C=2C=C(C=CC2)S(=O)(=O)N(C)C)C(=O)N2CCCC2)/F (Z)-3-(1-(4-amino-2-fluorobut-2-en-1-yl)-6-(pyrrolidin-1-carbonyl)-1H-benzo[d][1,2,3]triazol-4-yl)-N,N-dimethylbenzenesulfonamide